(R)-N-(4-(4-(1-methyl-1H-1,2,3-triazol-5-yl)phenyl)-5,6,7,8-tetrahydroisoquinolin-8-yl)propanamide CN1N=NC=C1C1=CC=C(C=C1)C1=CN=CC=2[C@@H](CCCC12)NC(CC)=O